NCCCCCCCCCCC(=O)O 11-aminoundecaanic acid